(S)-1-(3-(Dimethylamino)pyrazolo[1,5-a]pyrimidin-5-yl)piperidin-3-ol CN(C=1C=NN2C1N=C(C=C2)N2C[C@H](CCC2)O)C